Potassium Ethylxanthate C(C)OC(=S)[S-].[K+]